N,N'-(bis-(1-methylimidazol-2-yl)methyl)ethylenediamine CN1C(=NC=C1)C(C=1N(C=CN1)C)NCCN